C(CCCCCCCCCCCCCCCCC)N1C(=C(C(C=C1O)=O)O)CC N-octadecyl-2-ethyl-3,6-dihydroxypyridin-4-one